1-Cyclopropyl-3,3-dimethylpiperazine C1(CC1)N1CC(NCC1)(C)C